FC(C=1C=C2C=CC(=NC2=CC1)N)F 6-(difluoromethyl)quinolin-2-amine